NC1C(CC1)NC(C1=C(C=C(C=C1)NC=1C=2N(C=CN1)C(=CN2)C2=C(C(=C(C=C2)OC)F)F)CC)=O N-(2-Aminocyclobutyl)-4-[[3-(2,3-difluoro-4-methoxyphenyl)imidazo[1,2-a]pyrazin-8-yl]amino]-2-ethylbenzamid